BrC=1C=C(C=CC1)[N+]#[C-] 3-BROMOPHENYLISOCYANIDE